N1CCC[C@@]12CN(CC2)C2=C1C(=NC=C2)N(C=C1C=1SC=CN1)COCC[Si](C)(C)C 2-[[4-[(5R)-1,7-diazaspiro[4.4]nonan-7-yl]-3-thiazol-2-yl-pyrrolo[2,3-b]pyridin-1-yl]methoxy]ethyl-trimethyl-silane